C(C1=CC=CC=C1)OC(CCl)C1=C(C=CC(=C1)Cl)S(=O)(=O)N[C@@H](C(C)C1=C(C(=CC=C1F)C)C)C=1OC(NN1)=O 2-[1-(benzyloxy)-2-chloroethyl]-4-chloro-N-[(1S)-2-(6-fluoro-2,3-dimethylphenyl)-1-(5-oxo-4H-1,3,4-oxadiazol-2-yl)propyl]benzenesulfonamide